ClC=1C(=CC=2N=CN=C(C2N1)C=1C(=NC=CC1)C1=CC=CC=C1)OC 6-chloro-7-methoxy-4-(2-phenylpyridin-3-yl)pyrido[3,2-d]pyrimidine